1,8-diazabicyclo[5.4.0]undec-7-ene formate C(=O)O.N12CCCCCC2=NCCC1